IC1=CC=C(C=C1)CN(C)C (4-iodophenyl)-N,N-dimethylmethylamine